ClC1=CC=C(C(=C1)C=1C(=CC(=C(C1)C)C(N[C@H](CCC)C1=CC=CC=C1)=O)C(=O)OC(C)(C)C)C(=O)OC 2-(tert-butyl) 2'-methyl (R)-5'-chloro-5-methyl-4-((1-phenylbutyl)carbamoyl)-[1,1'-biphenyl]-2,2'-dicarboxylate